(7S)-7-cyclopropyl-2-(((1-((6-cyclopropylpyridin-3-yl)methyl)-1H-pyrazol-4-yl)methyl)amino)-4,8-dimethyl-7,8-dihydropteridin-6(5H)-one C1(CC1)[C@H]1C(NC=2C(=NC(=NC2N1C)NCC=1C=NN(C1)CC=1C=NC(=CC1)C1CC1)C)=O